C(#N)C=1C=CC(=C2N=CC=NC12)N1C[C@H](C[C@H](C1)C1CC1)NC([C@H](C(C)C)O)=O (S)-N-((3S,5S)-1-(8-cyanoquinoxalin-5-yl)-5-cyclopropylpiperidin-3-yl)-2-hydroxy-3-methylbutanamide